7-(7-(4-(dimethylamino)phenyl)-1-(2-ethylhexyl)-2-phenylindolizin-3-yl)-10-(2,6-dimethylphenyl)-5,5-bis(2-ethylhexyl)dibenzo[b,e]silin CN(C1=CC=C(C=C1)C=1C=CN2C(=C(C(=C2C1)CC(CCCC)CC)C1=CC=CC=C1)C1=CC2=C(C(C3=C([Si]2(CC(CCCC)CC)CC(CCCC)CC)C=CC=C3)C3=C(C=CC=C3C)C)C=C1)C